1-bromo-3-(2-cyclopentylethynyl)benzene BrC1=CC(=CC=C1)C#CC1CCCC1